C12(CC(C1)C2)NC(=O)O[C@H]2C[C@H](CC2)C2=NNC(=C2)NC(OCC2=CC=CC=C2)=O benzyl (3-((1S,3R)-3-((bicyclo[1.1.1]pentan-1-ylcarbamoyl)oxy)cyclopentyl)-1H-pyrazol-5-yl)carbamate